2-chloro-4-(cyclopropylamino)-N-(2,6-dimethoxyphenyl)pyrimidine-5-carboxamide ClC1=NC=C(C(=N1)NC1CC1)C(=O)NC1=C(C=CC=C1OC)OC